N1(CCCCC1)C1=C(C=CC=C1)N 2-Piperidin-1-yl-phenylamine